OCC1CN(CC12CN(C2)C(=O)C2(CC2)C(F)(F)F)C(=O)C=2C=NN(C2)CC2=C(C(=O)OC(C)(C)C)C=CC=C2 tert-butyl 2-((4-(8-(hydroxymethyl)-2-(1-(trifluoromethyl)cyclopropane-1-carbonyl)-2,6-diazaspiro[3.4]octane-6-carbonyl)-1H-pyrazol-1-yl)methyl)benzoate